[2-(4-bromophenyl)imidazo[1,2-a]pyridin-3-yl]methyl[piperazin-1-yl](6-methoxypyridin-2-yl)methanone BrC1=CC=C(C=C1)C=1N=C2N(C=CC=C2)C1CC=1C(=NC(=CC1)OC)C(=O)N1CCNCC1